3-[4-bromo-3-[[tert-butyl(dimethyl)silyl]oxymethyl]-5-chloro-anilino]-1-(trans-4-cyanotetrahydro-2H-pyran-3-yl)pyrazole-4-carboxamide BrC1=C(C=C(NC2=NN(C=C2C(=O)N)[C@@H]2COCC[C@H]2C#N)C=C1Cl)CO[Si](C)(C)C(C)(C)C